FC(C=1C=CC(=C(C1)B1OC(C(O1)(C)C)(C)C)OC)F 2-[5-(difluoromethyl)-2-methoxy-phenyl]-4,4,5,5-tetramethyl-1,3,2-dioxaborolane